Morpholino-inosin O1CCN(CC1)[C@@]1([C@H](O)[C@H](O)[C@@H](CO)O1)N1C=NC=2C(O)=NC=NC12